1-cyclopropyl-N-(5-((6,7-dimethoxyquinolin-4-yl)oxy)pyridin-2-yl)-4-oxo-5-p-tolyl-1,4-dihydropyridazine-3-carboxamide C1(CC1)N1N=C(C(C(=C1)C1=CC=C(C=C1)C)=O)C(=O)NC1=NC=C(C=C1)OC1=CC=NC2=CC(=C(C=C12)OC)OC